OC[C@@H]1[C@@H]([C@@H](C2=C(NC(=N2)C)O1)O)O (5R,6R,7R)-5-(Hydroxymethyl)-2-methyl-3,5,6,7-tetrahydropyrano[2,3-d]imidazole-6,7-diol